(S)-N-(5-isopropyl-1H-pyrazol-3-yl)-1-((tetrahydrofuran-3-yl)methyl)-1H-pyrazolo[3,4-b]pyrazin-6-amine C(C)(C)C1=CC(=NN1)NC1=CN=C2C(=N1)N(N=C2)C[C@H]2COCC2